(S)-4-chloro-N-(1-phenylethyl)phthalazin-1-amine ClC1=NN=C(C2=CC=CC=C12)N[C@@H](C)C1=CC=CC=C1